(+-)-2-ethoxy-1-methyl-2-oxoethyl 5-{2-chloro-4-(trifluoromethyl)phenoxy}-2-nitrobenzoate ClC1=C(OC=2C=CC(=C(C(=O)O[C@@H](C(=O)OCC)C)C2)[N+](=O)[O-])C=CC(=C1)C(F)(F)F |r|